FC1=CC=C2C(=C1)OC(C1=C2NC2=C(C=C(C=C12)F)F)CCNC(CO)CO 2-[(2-{3,8,10-trifluoro-6H,11H-chromeno[4,3-b]indol-6-yl}ethyl)amino]propane-1,3-diol